COC(=O)C=1N(C=CC1C)N amino-3-methyl-1H-pyrrole-2-carboxylic acid methyl ester